C(C(=O)C)N1C(N[C@@H](C1)C(=O)N(C)C1=CC(=C(C=C1)F)Cl)=O (4S)-1-acetonyl-N-(3-chloro-4-fluoro-phenyl)-N-methyl-2-oxo-imidazolidine-4-carboxamide